FC1=CC(=CC2=C1N=C(S2)NC(=O)C2CN(CCC2)C2CN(CC2)CC)F N-(4,6-difluoro-1,3-benzothiazol-2-yl)-1-(1-ethylpyrrolidin-3-yl)piperidine-3-carboxamide